CN1C(C(=C(C2=CC=C(C=C12)O[C@H]1COCC1)N1CCC(CC1)C=1OC2=C(N1)C=C(C=C2)C)C(=O)N)=O |r| (rac)-1-methyl-4-[4-(5-methyl-1,3-benzooxazol-2-yl)piperidin-1-yl]-2-oxo-7-[(oxolane-3-yl)oxy]-1,2-dihydroquinoline-3-carboxamide